2-(3-cyanobenzyloxy)-4-(2-bromo-3-(3,4-ethylenedioxyphenyl)benzyloxy)-5-chlorobenzaldehyde C(#N)C=1C=C(COC2=C(C=O)C=C(C(=C2)OCC2=C(C(=CC=C2)C2=CC3=C(C=C2)OCCO3)Br)Cl)C=CC1